(S)-4-((4-Ethyl-2-methyl-3-oxo-1-oxa-4,9-diazaspiro[5.5]undecan-9-yl)methyl)benzonitril C(C)N1C([C@@H](OC2(C1)CCN(CC2)CC2=CC=C(C#N)C=C2)C)=O